C(C)(C)(C)OC(=O)N1C=C(C2=CC=CC=C12)C(CC(=O)O)C 3-(1-(tert-butoxycarbonyl)-1H-indol-3-yl)butanoic acid